C=CC=CCCCCC(CCCCCCCCCC)=O nonadecadien-9-one